C(C)(C)(C)C=1N=C2N(C(=CC=C2)Br)C1 tert-butyl-5-bromoimidazo[1,2-a]pyridine